(R)-6-(6-(isoxazol-3-yl)-6-oxohexyl)-6-(4-(2-methoxypyridin-3-yl)-1H-imidazol-2-yl)piperidin-2-one (2R,3R)-2,3-dihydroxysuccinate O[C@@H](C(=O)O)[C@H](C(=O)O)O.O1N=C(C=C1)C(CCCCC[C@@]1(CCCC(N1)=O)C=1NC=C(N1)C=1C(=NC=CC1)OC)=O